BrC1=NC=CC(=C1)C(C)(C)C 2-bromo-4-tertiary butylpyridine